methyl 4-(4,4,5,5-tetramethyl-1,3,2-dioxaborolan-2-yl)pyrazolo[1,5-a]pyridine-3-carboxylate CC1(OB(OC1(C)C)C=1C=2N(C=CC1)N=CC2C(=O)OC)C